ClC1=C(C(=NC2=CC(=C(C=C12)Cl)OC)C)C1=CC=C(C=C1)C1=C(C=CC=C1)C 4,6-Dichloro-7-methoxy-2-methyl-3-(2'-methyl-[1,1'-biphenyl]-4-yl)quinoline